C(C(C)C)(=O)N[C@@H](CCCCN)C(=O)O isobutyryl-lysine